BrC1=CC(=C(C=C1)C1=NN=C(N1CCO)C1=C(C=C(C=C1)Br)F)F 2-(3,5-bis(4-bromo-2-fluorophenyl)-4H-1,2,4-triazol-4-yl)ethanol